C(C)(C)(C)C1=NN(C(=C1C=O)Cl)C1CCCCCC1 3-TERT-BUTYL-5-CHLORO-1-CYCLOHEPTYL-1H-PYRAZOLE-4-CARBALDEHYDE